imidazo[1,2-a]Pyridin-7-yl-methanol N=1C=CN2C1C=C(C=C2)CO